FC(O[C@@H](CN1C(=NC2=C1C=C(C=C2)C(=O)O)CN2[C@H](C[C@H](CC2)OC2=NC(=NC=C2)COC2=C(C=C(C=C2)F)F)C)C)F [(2R)-2-(Difluoromethoxy)propyl]-2-{[(2S,4S)-4-({2-[(2,4-difluorophenoxy)methyl]pyrimidin-4-yl}oxy)-2-methylpiperidin-1-yl]methyl}-1H-1,3-benzodiazole-6-carboxylic acid